COC=1N=C2C(=CC=NC2=CC1OC)OC1=C(C=C(C=C1)NC(=O)C=1C(=NC(=C(C1O)C=1N(N=CC1)C)C)C)F N-[4-[(6,7-Dimethoxy-1,5-naphthyridin-4-yl)oxy]-3-fluoro-phenyl]-4-hydroxy-2,6-dimethyl-5-(2-methylpyrazol-3-yl)pyridine-3-carboxamide